BrC1=CN=CC(=N1)N[C@@H]1CN(CCC1)C(=O)OC(C)(C)C tert-Butyl (S)-3-((6-bromopyrazin-2-yl)amino)piperidine-1-carboxylate